sodium 1,3-dimethylbutyl xanthate O(C(=S)[S-])C(CC(C)C)C.[Na+]